methyl (E)-3-(3-(N-(4-((2-oxotetrahydro-2H-pyran-3-yl)methyl)benzyl)cyclohexanecarboxamido)phenyl)acrylate O=C1OCCCC1CC1=CC=C(CN(C(=O)C2CCCCC2)C=2C=C(C=CC2)/C=C/C(=O)OC)C=C1